C(C1=CC=CC=C1)OC(C(CC(F)(F)F)N(C)C(=O)OC(C)(C)C)=O benzyl-2-[[(tert-butoxy) carbonyl] (methyl) amino]-4,4,4-trifluorobutyrate